CC=1C=CC(NC1C#N)=O 5-methyl-6-cyanopyridin-2-one